8-hydroxy-5,6,7,8-tetrahydro-1,6-naphthyridine-2-sulfonate OC1CNCC=2C=CC(=NC12)S(=O)(=O)[O-]